1-benzyl-4-hydroxypiperidine-4-carbonitrile C(C1=CC=CC=C1)N1CCC(CC1)(C#N)O